7,14-dihydroxy-docosahexaenoic acid OC(=CC=CC=CC(=O)O)C=CC=CC=CC(CCCCCCCC)O